[Na+].O(P([O-])(=O)OP(=O)([O-])OP(=O)([O-])[O-])C[C@H]1S[C@H]([C@@H]([C@@H]1O)O)N1C2=NC=NC(=C2N=C1)N.[Na+].[Na+].[Na+] ((2R,3S,4R,5R)-5-(6-amino-9H-purin-9-yl)-3,4-dihydroxytetrahydrothiophen-2-yl)methyl triphosphate sodium salt